The molecule is a mucopolysaccharide consisting of dermatan with sulfate substituents at the 6'-position of the N-acetylgalactosamines. It is a sulfated glycosaminoglycan and a mucopolysaccharide. It derives from a dermatan. It is a conjugate acid of a dermatan 6'-sulfate anion. CC(=O)N[C@@H]1[C@H]([C@H]([C@H](O[C@H]1O)COS(=O)(=O)O)O)O[C@H]2[C@@H]([C@H]([C@@H]([C@@H](O2)C(=O)O)O)O)O